2-(4-cyclopropylthiazol-2-yl)pyrimidine-4,6-diol C1(CC1)C=1N=C(SC1)C1=NC(=CC(=N1)O)O